2-(4-(difluoromethylene)piperidin-1-yl)-N-(7-(4,4-difluoropiperidin-1-yl)furo[2,3-c]pyridin-5-yl)-4-nitrobenzamide FC(=C1CCN(CC1)C1=C(C(=O)NC=2C=C3C(=C(N2)N2CCC(CC2)(F)F)OC=C3)C=CC(=C1)[N+](=O)[O-])F